6-(4-((2-chloro-5-(4-propylpiperazin-1-yl)phenoxy)methyl)-6-methoxybenzofuran-2-yl)-2-methylimidazo[2,1-b][1,3,4]thiadiazole ClC1=C(OCC2=CC(=CC3=C2C=C(O3)C=3N=C2SC(=NN2C3)C)OC)C=C(C=C1)N1CCN(CC1)CCC